triphenylphosphine palladium diacetate C(C)(=O)[O-].C(C)(=O)[O-].[Pd+2].C1(=CC=CC=C1)P(C1=CC=CC=C1)C1=CC=CC=C1